(R)-2-(5,5-difluoro-1-(5-(1-methyl-5-((2-oxo-5-propylpyridin-1(2H)-yl)methyl)-1H-1,2,3-triazol-4-yl)pyrazin-2-yl)piperidin-3-yl)acetic acid FC1(C[C@H](CN(C1)C1=NC=C(N=C1)C=1N=NN(C1CN1C(C=CC(=C1)CCC)=O)C)CC(=O)O)F